FCC1(CC1)N1C(C(N(C=C1)CC=1N=NN(C1)C1=NC=CC=C1)=O)=O 1-(1-(fluoromethyl)cyclopropyl)-4-((1-(pyridin-2-yl)-1H-1,2,3-triazol-4-yl)methyl)-1,4-dihydropyrazine-2,3-dione